3-[5-(Propan-2-yl)-1,3-thiazol-2-yl]-5-[(2R)-tetrahydrofuran-2-ylmethoxy]benzoic acid methyl ester COC(C1=CC(=CC(=C1)OC[C@@H]1OCCC1)C=1SC(=CN1)C(C)C)=O